FC1=CC=C(C=C1)C1CC(C(C1)N1CC(CCC1)N)OC=1N=NC=C(C1)F [4-(4-fluorophenyl)-2-(5-fluoropyridazin-3-yl)oxy-cyclopentyl]piperidin-3-amine